(R)-1-((1-(2-cyanoacetyl)piperidin-3-yl)oxy)-7-isopropoxy-4-(1-(tetrahydro-2H-pyran-4-yl)-1H-pyrazol-4-yl)isoquinoline-6-carboxamide C(#N)CC(=O)N1C[C@@H](CCC1)OC1=NC=C(C2=CC(=C(C=C12)OC(C)C)C(=O)N)C=1C=NN(C1)C1CCOCC1